tert-butyl N-[2-methyl-5-(2-naphthyl)-5-oxo-pentyl]carbamate CC(CNC(OC(C)(C)C)=O)CCC(=O)C1=CC2=CC=CC=C2C=C1